CN1C2=C(C(CC(C1=O)NC(OC(C)(C)C)=O)=C)C=CC=C2 tert-butyl 1-methyl-5-methylene-2-oxo-2,3,4,5-tetrahydro-1H-benzo[b]azepin-3-ylcarbamate